COC(=O)C1C=CCC1 Cyclopent-2-ene-1-carboxylic acid methyl ester